N1CN=C(C=2OCC=NC21)N dihydro-6H-pyrimido[5,4-b][1,4]oxazin-4-amine